methyl (3R,6S)-1-(2-(4-fluorophenyl) acetyl)-6-methylpiperidine-3-carboxylate FC1=CC=C(C=C1)CC(=O)N1C[C@@H](CC[C@@H]1C)C(=O)OC